N1-(4-(1-cyclopropyl-1H-indol-3-yl)-5-(oxazol-2-yl)pyrimidin-2-yl)-6-methoxy-4-((3ar,6as)-5-methyl-hexahydropyrrolo[3,4-c]pyrrol-2(1H)-yl)benzene-1,3-diamine C1(CC1)N1C=C(C2=CC=CC=C12)C1=NC(=NC=C1C=1OC=CN1)NC1=CC(=C(C=C1OC)N1C[C@@H]2CN(C[C@@H]2C1)C)N